FC1=C(C(=CC(=C1)C1=C2C(=NC=C1)NC=C2F)F)C2([C@H](CN(C[C@H]2C)C(C)=O)C)O 1-((3S,4s,5R)-4-(2,6-difluoro-4-(3-fluoro-1H-pyrrolo[2,3-b]pyridin-4-yl)phenyl)-4-hydroxy-3,5-dimethylpiperidin-1-yl)ethan-1-one